4-(5-(Thiazol-4-yl)benzo[d]oxazol-2-yl)picolinic acid ethyl ester C(C)OC(C1=NC=CC(=C1)C=1OC2=C(N1)C=C(C=C2)C=2N=CSC2)=O